3-(2-Hydroxyethyl)-3-azabicyclo[3.1.0]hexane-2,4-dione OCCN1C(C2CC2C1=O)=O